(4-(3-fluorophenyl)-1,3-thiazol-2-yl)guanidine dihydro-1,8-naphthyridine-carboxylate N1C(C=CC2=CC=CN=C12)C(=O)O.FC=1C=C(C=CC1)C=1N=C(SC1)NC(=N)N